FC1=C(C=C2C(N(C=NC2=C1)C=1C=NC=CC1)=O)CN1CCC(CC1)C=1C=C2CN(C(C2=CC1)=O)C1C(NC(CC1)=O)=O 3-(5-(1-((7-fluoro-4-oxo-3-(pyridin-3-yl)-3,4-dihydroquinazolin-6-yl)methyl)piperidin-4-yl)-1-oxoisoindolin-2-yl)piperidine-2,6-dione